ClC1=C(C=C(C=C1)C1=C(N=C(O1)C1=CC=C(C=C1)Cl)N1C(N=C(C(=C1)F)NCC)=O)F 1-(5-(4-chloro-3-fluorophenyl)-2-(4-chlorophenyl)oxazol-4-yl)-4-(ethylamino)-5-fluoropyrimidin-2(1H)-one